P(=O)([O-])([O-])[O-].C[N+]1=C(NC=C1)C.C[N+]1=C(NC=C1)C.C[N+]1=C(NC=C1)C dimethyl-imidazolium phosphate